C(C(C)C)N(C(C1=C(C=CC=C1)C)=O)C1=CC(=CC=C1)N(CC=1N=CN(C1)COCC[Si](C)(C)C)C N-isobutyl-2-methyl-N-[3-[methyl-[[1-(2-trimethylsilylethoxymethyl)imidazol-4-yl]methyl]amino]phenyl]benzamide